OC1(C(C(=O)C2=CC=C(C=C2)O)C=CC(=C1O)O)O 2,2,3,4,4'-pentahydroxybenzophenone